2-methyl-N-[(1E)-[2-methyl-3-(trifluoromethyl)phenyl]-methylidene]propane-2-sulfinamide CC(C)(C)S(=O)/N=C/C1=C(C(=CC=C1)C(F)(F)F)C